O.[Dy+3].C1(=CC=CC=C1)C(C(=O)[O-])(C(=O)[O-])C1=CC=CC=C1.C1(=CC=CC=C1)C(C(=O)[O-])(C(=O)[O-])C1=CC=CC=C1.C1(=CC=CC=C1)C(C(=O)[O-])(C(=O)[O-])C1=CC=CC=C1.[Dy+3] diphenylmalonate dysprosium hydrate